COC=1C=NC=2C=CC(=C(C2N1)C#N)NC1=CC(=C(C=C1)OCC1=CC=C(C=C1)OC)OC 3-methoxy-6-((3-methoxy-4-((4-methoxybenzyl)oxy)phenyl)amino)quinoxaline-5-carbonitrile